C12=CC=CC3=CC=CC(=C13)OS2(=O)=O naphthalene-1,8-sultone